(Z)-1-(2-Fluoro-4-(1-(4-(trifluoromethoxy)phenyl)-1H-1,2,4-triazol-3-yl)phenyl)-3-(3-(naphthalen-1-yl)-4-oxothiazolidin-2-ylidene)urea FC1=C(C=CC(=C1)C1=NN(C=N1)C1=CC=C(C=C1)OC(F)(F)F)NC(=O)\N=C\1/SCC(N1C1=CC=CC2=CC=CC=C12)=O